cyclohex-1-ene-1-carbaldehyde C1(=CCCCC1)C=O